O=C([C@H](O)[C@@H](O)[C@@H](O)[C@H](O)C(=O)O)O Galactaric acid